5-(3-(4,4-dimethylpent-1-ynyl)phenoxy)-1H-1,2,3-triazole-4-carboxylic acid ethyl ester C(C)OC(=O)C=1N=NNC1OC1=CC(=CC=C1)C#CCC(C)(C)C